ClC=1N=CC2=C(C=CC(=C2C1)C(C)C)N1[C@@H]([C@H](C1)CS(=O)(=O)C)C 3-chloro-5-isopropyl-8-((2R,3S)-2-methyl-3-((methylsulfonyl)methyl)azetidin-1-yl)isoquinoline